2-Amino-10-methyl-10H-dibenzo[b,f][1,4]oxazepin-11-one NC=1C=CC2=C(C(N(C3=C(O2)C=CC=C3)C)=O)C1